C(C)(C)C=1C=C(C=C(C1)C(C)C)C1=C(C(=CC=C1)N)N (3,5-diisopropylphenyl)benzene-1,2-diamine